(2s,3s)-(diphenylmethyl)-N-[2-methoxy-5-(2-methyl-2-propyl)benzyl]quinuclidin-3-amine C1(=CC=CC=C1)C(C1=CC=CC=C1)[C@@H]1N2CCC([C@@H]1NCC1=C(C=CC(=C1)C(C)(C)C)OC)CC2